CC(C)C1=CC=C(C=C1)NC(=O)N1[C@H](CCC1)C(=O)NC=1N=CC(=NC1)C1=CC=C(C(=O)O)C=C1 4-{5-[(1-{[4-(propan-2-yl)phenyl]carbamoyl}-D-prolyl)amino]pyrazin-2-yl}benzoic acid